C(CCCCCCCCCCC)N=C=N α-dodecylcarbodiimide